ClC1=C(OC[C@@H](CO)O)C(=CC(=C1)C(C)(C)C1=CC=C(C=C1)OC[C@H](CCl)O)Cl (R)-3-(2,6-dichloro-4-(2-(4-((R)-3-chloro-2-hydroxypropoxy)phenyl)propan-2-yl)phenoxy)propane-1,2-diol